(S)-1-(2-(4-(5-(3-cyano-5-fluorophenyl)-4,5-dihydro-1H-pyrazole-1-carbonyl)piperazin-1-yl)-5-fluoropyrimidin-4-yl)-1H-pyrazole-4-carbonitrile C(#N)C=1C=C(C=C(C1)F)[C@@H]1CC=NN1C(=O)N1CCN(CC1)C1=NC=C(C(=N1)N1N=CC(=C1)C#N)F